COC1=NC=CC(=C1)C1(CC1)N 1-(2-methoxypyridin-4-yl)cyclopropane-1-amine